7-Ethyl-4-(4-fluoro-3-(6-methoxy-1-(oxetan-3-yl)-3a,7a-dihydro-1H-indazol-5-yl)phenyl)-7H-imidazo[4,5-c]pyridazine C(C)N1C=NC2=C1N=NC=C2C2=CC(=C(C=C2)F)C2=CC1C=NN(C1C=C2OC)C2COC2